ISOPROPYL-METHOXYPYRAZINE C(C)(C)C=1C(=NC=CN1)OC